[(2S)-2-aminobut-3-en-1-yl]oxy(tert-butyl)diphenylsilane Calcium fluorid [F-].[Ca+2].N[C@H](CO[Si](C1=CC=CC=C1)(C1=CC=CC=C1)C(C)(C)C)C=C.[F-]